CC1(OB(OC1(C)C)C1=CN(C2=NC=CC=C21)S(=O)(=O)C2=CC=C(C)C=C2)C 3-(4,4,5,5-Tetramethyl-1,3,2-dioxaborolan-2-yl)-1-tosyl-1H-pyrrolo[2,3-b]pyridine